C1(CCCCC1)C1(C=2C(=NC(=N1)NC1=C(C=C(C=C1)N1CCOCC1)OC)NNC2C=2C=C1C=NNC1=CC2)N 4-Cyclohexyl-3-(1H-indazol-5-yl)-N6-(2-methoxy-4-morpholinophenyl)-1H-pyrazolo[3,4-d]pyrimidine-4,6-diamine